S1(CCNCC2=C1C=NC=C2)(=O)=O 2,3,4,5-tetrahydropyrido[4,3-f][1,4]thiazepine-1,1-Dioxide